NC=1C(=NC(=C(N1)C=1OC=CN1)C1=CN(C(C=C1)=O)C)C(=O)NC(C)C1=C(C=CC=C1F)F amino-N-[1-(2,6-difluorophenyl)ethyl]-6-(1-methyl-6-oxo-1,6-dihydropyridin-3-yl)-5-(1,3-Oxazol-2-yl)pyrazine-2-carboxamide